[1-[[4-[[(1Z)-2-ethoxy-3,3,3-trifluoro-1-propen-1-yl]oxy]-phenyl]methyl]-1H-pyrazol-4-yl]methyl propanoate C(CC)(=O)OCC=1C=NN(C1)CC1=CC=C(C=C1)O\C=C(\C(F)(F)F)/OCC